2-(4-Iodophenyl)-3-(2,4-dinitrophenyl)-5-(2,4-disulfophenyl)-2H-tetrazolium, monosodium salt [Na+].IC1=CC=C(C=C1)N1[NH2+]C(=NN1C1=C(C=C(C=C1)[N+](=O)[O-])[N+](=O)[O-])C1=C(C=C(C=C1)S(=O)(=O)O)S(=O)(=O)O